C1(CCC1)N1N=C(C(=C1)OC[C@H]1OCCN(C1)C1=NC(=NC=C1C(F)(F)F)N)C (S)-4-(2-(((1-cyclobutyl-3-methyl-1H-pyrazol-4-yl)oxy)methyl)morpholino)-5-(trifluoromethyl)pyrimidin-2-amine